2-amino-N-(2,2-difluoroethyl)acetamide NCC(=O)NCC(F)F